2,6-dimethoxy-4-(4,4,5,5-tetramethyl-1,3,2-dioxaborolan-2-yl)benzaldehyde COC1=C(C=O)C(=CC(=C1)B1OC(C(O1)(C)C)(C)C)OC